trimethylolpropane triethyl-acrylate C(C)C(=C(C(=O)O)CC)CC.C(O)C(CC)(CO)CO